3-(4-(4-Chlorophenyl)thiazol-2-yl)-7-fluoro-2-(trifluoromethyl)quinazolin-4(3H)-one ClC1=CC=C(C=C1)C=1N=C(SC1)N1C(=NC2=CC(=CC=C2C1=O)F)C(F)(F)F